C1(=CC=CC=C1)C1=NSC(=N1)C1=CC(=CC=C1)C(F)(F)F 3-phenyl-5-(3-(trifluoromethyl)phenyl)-1,2,4-thiadiazole